cyclobutyl-phthalide C1(CCC1)C1OC(=O)C2=CC=CC=C12